C(#N)C=1C=C(C=C(C1N[C@@H](CSC1=CC=C(C=C1)F)CCN(C)C)F)S(=O)(=O)NC(=O)C1(CCCCCC1)OC (R)-N-((3-cyano-4-((4-(dimethylamino)-1-((4-fluorophenyl)thio)butan-2-yl)amino)-5-fluorophenyl)sulfonyl)-1-methoxycycloheptane-1-carboxamide